methyl 3-bromo-6-(propylcarbamoyl)picolinate BrC=1C(=NC(=CC1)C(NCCC)=O)C(=O)OC